COC=1C=C(C=CC1OC)C1=NC2=C(N1C)C=C(C=C2C2CCN(CC2)C2CCOCC2)C2=CC=C(C=C2)N2CCN(CC2)C(C)C 2-(3,4-dimethoxyphenyl)-6-(4-(4-isopropylpiperazin-1-yl)phenyl)-1-methyl-4-(1-(tetrahydro-2H-pyran-4-yl)piperidin-4-yl)-1H-benzo[d]imidazole